2-{(1S)-1-[(1R)-3,3-dimethylcyclohexyl]ethoxy}-2-methylpropyl propionate C(CC)(=O)OCC(C)(C)O[C@@H](C)[C@H]1CC(CCC1)(C)C